3-(4-(2-fluoro-6-(trifluoromethyl)phenyl)piperidine-1-carbonyl)-[1,2,4]triazolo[4,3-a]pyridine-6-carbonitrile FC1=C(C(=CC=C1)C(F)(F)F)C1CCN(CC1)C(=O)C1=NN=C2N1C=C(C=C2)C#N